COC1=CC=C(C=C1)CN1C=NC=2N(C(N(C(C12)=O)C)=O)C 7-[(4-methoxyphenyl)methyl]-1,3-dimethyl-2,3,6,7-tetrahydro-1H-purine-2,6-dione